Bis(2-cyanoethyl)-N,N-diisopropylphosphoramidite C(#N)CCOP(OCCC#N)N(C(C)C)C(C)C